FC(OC=1C=C(C=CC1)NC(=O)NC=1SC(=C(N1)C)C1=NC(=NC=C1)NC)F 1-(3-(difluoromethoxy)phenyl)-3-(4-methyl-5-(2-(methylamino)-pyrimidin-4-yl)thiazol-2-yl)urea